C(=CCCCCCCCCCCCCC)C=1OCCCN1 2-pentadecenyl-4,5-dihydro-1,3-oxazine